(R)-1-(3-fluoro-5-(trifluoromethyl)pyridin-2-yl)-N-methylethan-1-amine hydrogen chloride Cl.FC=1C(=NC=C(C1)C(F)(F)F)[C@@H](C)NC